ClCCC(C(=O)Cl)C1=C(C=CC=C1)F 4-chloro-2-(2-fluorophenyl)butyryl chloride